(S)-(-)-butyl lactate C([C@@H](O)C)(=O)OCCCC